[2-chloro-3-(2,2-dioxo-2λ6-thia-6-azaspiro[3.3]heptan-6-yl)-5-fluoro-phenyl]-[(7S)-2,7-dimethyl-3-[6-(trifluoromethyl)pyrazin-2-yl]-5,7-dihydro-4H-pyrazolo[3,4-c]pyridin-6-yl]methanone ClC1=C(C=C(C=C1N1CC2(CS(C2)(=O)=O)C1)F)C(=O)N1[C@H](C=2C(CC1)=C(N(N2)C)C2=NC(=CN=C2)C(F)(F)F)C